[Ca+2].C(CC(=O)[O-])(=O)OCC.CCOC(CC(=O)[O-])=O 2-ethyl malonate, calcium salt